2-[2,4-bis(trifluoromethyl)phenyl]-N-[(5-{2-[1-(cyclopropylcarbonyl)tetrahydro-1H-pyrrol-3-yl]pyrimidin-5-yl}-1,3,4-oxadiazol-2-yl)methyl]-N-(4-fluorophenyl)acetamide FC(C1=C(C=CC(=C1)C(F)(F)F)CC(=O)N(C1=CC=C(C=C1)F)CC=1OC(=NN1)C=1C=NC(=NC1)C1CN(CC1)C(=O)C1CC1)(F)F